N-Methylolallylcarbamat C(O)C=CCNC([O-])=O